4-(2-(4-chloro-2-fluorophenoxy)ethoxy)-2-(2-methyl-1H-imidazol-1-yl)pyridine ClC1=CC(=C(OCCOC2=CC(=NC=C2)N2C(=NC=C2)C)C=C1)F